FC=1C=C(SC1C(NC=1C=C(C=2N(C1)C=C(N2)C)C(F)(F)F)=O)C2CC(N(CC2)C(=O)OC(C)(C)C)C tert-butyl 4-(4-fluoro-5-{[2-methyl-8-(trifluoromethyl)imidazo[1,2-a]pyridin-6-yl]carbamoyl}thiophen-2-yl)-2-methylpiperidine-1-carboxylate